N-(2-pyridine-4-ylethyl)-2-[(2-pyridine-4-ylethyl)amino]-2-(2,4,5-trimethylphenyl)acetamid N1=CC=C(C=C1)CCNC(C(C1=C(C=C(C(=C1)C)C)C)NCCC1=CC=NC=C1)=O